C1(CC1)C1=C(N=NC(=C1)N[C@H]1CN(CCC1)C)C1=C(C=C(C=C1)C=C(Br)Br)O (R)-2-(4-cyclopropyl-6-((1-methylpiperidin-3-yl)amino)pyridazin-3-yl)-5-(2,2-dibromovinyl)phenol